C(C)(C)(C)OC(=O)NC1=C(C(=NC=C1)C(C)(C)C)OCC(=O)OCC Ethyl 2-[(4-{[(tert-butyloxy)carbonyl]amino}-2-tert-butylpyridin-3-yl)oxy]acetate